C(C1=CC=CC=C1)OC1=C(C(=CC(=C1)O)O)C(=O)N1CCCCC1 (2-benzyloxy-4,6-dihydroxy-phenyl)-(1-piperidyl)methanone